1-[6-{[5-methyl-3-(6-methylpyridin-3-yl)-1,2-oxazol-4-yl]methoxy}-3,4-dihydro-2,7-naphthyridin-2(1H)-yl]ethanone CC1=C(C(=NO1)C=1C=NC(=CC1)C)COC=1C=C2CCN(CC2=CN1)C(C)=O